ClC1=C2C(N3[C@@H](NC2=CC=C1)[C@@H](C1=CC(=CC=C13)[N+](=O)[O-])O)=O (5aR,6R)-1-Chloro-6-hydroxy-8-nitro-5a,6-dihydroindolo[2,1-b]quinazolin-12(5H)-one